5-(5-fluoropyridin-2-yl)-4-hydroxy-2,6-dimethylpyridine-3-carboxamide FC=1C=CC(=NC1)C=1C(=C(C(=NC1C)C)C(=O)N)O